2-azidoethoxy-2-iodo-1-(2-iodoethoxy)ethane ethyl-6-fluoro-4-hydroxy-5-{[tri(prop-2-yl)silyl]ethynyl}naphthalene-2-carboxylate C(C)OC(=O)C1=CC2=CC=C(C(=C2C(=C1)O)C#C[Si](C(C)C)(C(C)C)C(C)C)F.N(=[N+]=[N-])CCOC(CI)OCCI